1-methyl-6-o-methylphenyl-pyridine CN1CC=CC=C1C1=C(C=CC=C1)C